4-Diphenylmethyl-N-ethylamino-6-methyl-7-oxo-6,7-dihydro-1H-pyrrolo[2,3-c]pyridine-2-carboxamide C1(=CC=CC=C1)C(C=1C2=C(C(N(C1)C)=O)NC(=C2)C(=O)NNCC)C2=CC=CC=C2